OC1=C(C=C(C=C)C=C1I)I 4-Hydroxy-3,5-diiodostyrene